(3-chloro-4-(trifluoromethyl)phenyl)(4-(5-(oxetan-3-ylamino)isoxazol-3-yl)piperidin-1-yl)methanone ClC=1C=C(C=CC1C(F)(F)F)C(=O)N1CCC(CC1)C1=NOC(=C1)NC1COC1